[C@H]12CN(C[C@H](CC1)N2)C=2C1=C(N=C(N2)OC[C@]23CCCN3C[C@@H](C2)F)N=C(C=C1)C1=CC(=CC2=CC=CC(=C12)F)O 4-(4-((1R,5S)-3,8-diazabicyclo[3.2.1]octan-3-yl)-2-(((2R,7aS)-2-fluorotetrahydro-1H-pyrrolizin-7a(5H)-yl)methoxy)pyrido[2,3-d]pyrimidin-7-yl)-5-fluoronaphthalen-2-ol